NC=1OC2=C(N1)C=C(C=C2)C2=NN(C1=NC(=NC(=C12)N)NC)C(C)C 3-(2-Aminobenzoxazol-5-yl)-1-isopropyl-N6-methyl-1H-pyrazolo[3,4-d]pyrimidine-4,6-diamine